BrC=1SC(=C(N1)C(=O)N([C@H]1CN(CCC1)CC(F)(F)F)C1=CC(=CC(=C1)OC)OC)C (R)-2-Bromo-N-(3,5-dimethoxyphenyl)-5-methyl-N-(1-(2,2,2-trifluoroethyl)piperidin-3-yl)thiazole-4-carboxamide